6-amino-2-(hydroxymethyl)-7-(3-methoxy-2,6-dimethylphenyl)-7H-pyrrolo[2,3-d]pyrimidine-5-carboxamide NC1=C(C2=C(N=C(N=C2)CO)N1C1=C(C(=CC=C1C)OC)C)C(=O)N